COC1C(CCC(C1C(=O)N)C(C)C)(C)C1=CC=CC=C1 Methoxyphenyl-MenthaneCarboxamide